tert-butyl 6-(8-(benzo[d]thiazol-2-ylcarbamoyl)-3,4-dihydroisoquinolin-2(1H)-yl)-3-(2-methyl-3-(4-(4-oxobutyl)phenoxy)phenyl)picolinate S1C(=NC2=C1C=CC=C2)NC(=O)C=2C=CC=C1CCN(CC21)C2=CC=C(C(=N2)C(=O)OC(C)(C)C)C2=C(C(=CC=C2)OC2=CC=C(C=C2)CCCC=O)C